C(C)O[Si](CC=CC[Si](OCC)(OCC)OCC)(OCC)OCC 1,4-bis(triethoxysilyl)-2-butene